N-(5-(3-(9H-purin-6-yl)pyridin-2-ylamino)-2-chlorophenyl)-3,5-bis(trifluoromethyl)benzamide N1=CN=C2NC=NC2=C1C=1C(=NC=CC1)NC=1C=CC(=C(C1)NC(C1=CC(=CC(=C1)C(F)(F)F)C(F)(F)F)=O)Cl